FC(C=1C=CC2=C(CC3(CC=4N2C=NN4)OCCO3)C1)(F)F 8'-(trifluoromethyl)-4'H,6'H-spiro[1,3-dioxolan-2,5'-[1,2,4]triazolo[4,3-a][1]benzazepine]